2-bromo-6-(4-(2-chlorophenyl)-4H-1,2,4-triazol-3-yl)pyridine BrC1=NC(=CC=C1)C1=NN=CN1C1=C(C=CC=C1)Cl